azobis[2-(hydroxymethyl)propionitrile] N(=NC(C#N)(C)CO)C(C#N)(C)CO